acrylamido-N-((4,6-dimethyl-2-oxo-1,2-dihydropyridin-3-yl)methyl)-5-(ethyl-(tetrahydro-2H-pyran-4-yl)amino)-4-methyl-[1,1'-biphenyl]-3-carboxamide C(C=C)(=O)NC1=C(C=C(C(=C1C(=O)NCC=1C(NC(=CC1C)C)=O)C)N(C1CCOCC1)CC)C1=CC=CC=C1